FC=1C=CC2=C(C(NS2(=O)=O)=O)C1OC 5-fluoro-4-methoxybenzo[d]isothiazol-3(2H)one-1,1-dioxide